9-phenyl-9H-fluoren-9-ol C1(=CC=CC=C1)C1(C2=CC=CC=C2C=2C=CC=CC12)O